Cl(=O)(=O)[O-].[Al+3].Cl(=O)(=O)[O-].Cl(=O)(=O)[O-].[Al+3] aluminum sesquichlorate